C(CCCCCCCCCCCCC)SCCCO 3-tetradecylsulfanylpropan-1-ol